bis(2,4,4-trimethylpentyl)phosphirinic acid CC(CP1(C(=C1)C(=O)O)CC(CC(C)(C)C)C)CC(C)(C)C